C(C)(C)(C)OC(NCC1(CCN(CC1)C1=NC=C(N=C1)SC=1C(=C2C(N(C=NC2=CC1)CC1=CC=CC=C1)=O)Cl)C)=O tert-butyl((1-(5-((3-benzyl-5-chloro-4-oxo-3,4-dihydroquinazolin-6-yl)thio)pyrazin-2-yl)-4-Methylpiperidin-4-yl)methyl)carbamate